4-(3-(3-(((cyclopropylmethyl)amino)methyl)azetidine-1-carbonyl)-4-fluorobenzyl)phthalazin-1(2H)-one C1(CC1)CNCC1CN(C1)C(=O)C=1C=C(CC2=NNC(C3=CC=CC=C23)=O)C=CC1F